4-[m-fluoro-p-N,N-di(ethoxycarbonylmethyl)aminophenyl]-2,6-di(trichloromethyl)-s-triazine FC=1C=C(C=CC1N(CC(=O)OCC)CC(=O)OCC)C1=NC(=NC(=N1)C(Cl)(Cl)Cl)C(Cl)(Cl)Cl